4-(cyclopropylmethyl)-7-fluoro-6-iodospiro[benzo[b][1,4]oxazin-2,1'-cyclopropane]-3(4H)-one C1(CC1)CN1C2=C(OC3(CC3)C1=O)C=C(C(=C2)I)F